C(C1=CC=CC=C1)C(CCOC1CCN(CC1)C(=O)[O-])C1CCN(CC1)C(=O)OC(C)(C)C 4-(Benzyl 3-(1-(tert-butoxycarbonyl)piperidin-4-yl)propoxy)piperidine-1-carboxylate